FC1(C[C@@]12CN(CC2)C(=O)NC2=C(C=C(C(=C2)C2=CC(=NC(=C2)N2CCOCC2)OCCO)C)F)F (3S)-1,1-difluoro-N-[2-fluoro-5-[2-(2-hydroxyethoxy)-6-(morpholin-4-yl)pyridin-4-yl]-4-methylphenyl]-5-azaspiro[2.4]heptane-5-carboxamide